C1(CC1)C1=NC(=CC(=C1)C1=C(C=C(C#N)C=C1)C1=NN=CN1C)N1C(C2=CC(=CC=C2C1)[C@@H](C)NC1COC1)=O (R)-4-(2-Cyclopropyl-6-(6-(1-(oxetan-3-ylamino)ethyl)-1-oxoisoindolin-2-yl)pyridin-4-yl)-3-(4-methyl-4H-1,2,4-triazol-3-yl)benzonitrile